BrC=1C=CC2=C(C(=N[C@H](C=3N2C(=CN3)C)CCC(=O)OC)C3=NC=CC=C3)C1 methyl 3-[(4S)-8-bromo-1-methyl-6-(pyridin-2-yl)-4H-imidazo[1,2-a][1,4]benzodiazepin-4-yl]propanoate